C(C)(C)(C)OC(=O)N1CCC=C(C1)C=1C=2N(C=CC1)C(=C(N2)C(NCCC)=O)N 5-(3-Amino-2-(propylcarbamoyl)imidazo[1,2-a]pyridin-8-yl)-3,6-dihydropyridine-1(2H)-carboxylic acid tert-butyl ester